8-bromo-3-cyclopropyl-6-fluoro-2-[(2S)-tetrahydrofuran-2-yl]quinazolin-4-one BrC=1C=C(C=C2C(N(C(=NC12)[C@H]1OCCC1)C1CC1)=O)F